(2R,6R)-2-((4-bromophenoxy)methyl)-6-(methoxymethyl)-1,4-dioxane BrC1=CC=C(OC[C@@H]2O[C@@H](COC2)COC)C=C1